CC(C(=O)OC)(C)OC1=CC(=NC2=CC=C(C=C12)[N+](=O)[O-])C1=CN=CS1 Methyl 2-methyl-2-((6-nitro-2-(thiazol-5-yl)quinolin-4-yl)oxy)propanoate